C[C@]12CC[C@H]([C@@H](CCC(C(C)C)=C)C)[C@]2(CCC=2[C@]3(CC[C@@H](CC3[C@H](CC12)O)O)C)C 14α-methyl-ergosta-8,24(28)-diene-3β,6α-diol